[N+](=O)([O-])C1=CC=C(C=C1)N1CCN(CC1)C1CC(C1)CO (3-(4-(4-nitrophenyl)piperazin-1-yl)cyclobutyl)methanol